[N+](=O)([O-])OC(CCCCC(=O)OCCCC1CN(C1)S(=O)(=O)C1=CC(=C(C=C1)OCC)C=1NC(C2=C(N1)C(=NN2C)CCC)=O)CO[N+](=O)[O-] 3-(1-((4-ethoxy-3-(1-methyl-7-oxo-3-propyl-6,7-dihydro-1H-pyrazolo[4,3-d]pyrimidin-5-yl)phenyl)sulfonyl)azetidin-3-yl)propyl 6,7-bis(nitrooxy)heptanoate